ClC=1C=CC(=C(C1)[C@H]1C[C@H](C1)NC(=O)C=1C=NN(C1)[C@@H](C)C=1N=NC(=CC1C)N1C([C@@H]2C[C@@H]2C1)=O)C#N |o1:19| N-((cis)-3-(5-chloro-2-cyanophenyl)cyclobutyl)-1-((S or R)-1-(4-methyl-6-((1R,5S)-2-oxo-3-azabicyclo[3.1.0]hexan-3-yl)pyridazin-3-yl)ethyl)-1H-pyrazole-4-carboxamide